carbamoyloxy-3-dimethylaminopropane C(N)(=O)OCCCN(C)C